6-(4-(aminomethyl)-4-methylpiperidin-1-yl)-3-(1-(2,3-dichlorophenyl)ethyl)-5-methyl-1,5-dihydro-4H-pyrazolo[3,4-d]pyrimidin-4-one NCC1(CCN(CC1)C=1N(C(C2=C(N1)NN=C2C(C)C2=C(C(=CC=C2)Cl)Cl)=O)C)C